bis[2-[(oxo) diphenylphosphino]phenyl] ether O=P(C1=C(C=CC=C1)OC1=C(C=CC=C1)P(C1=CC=CC=C1)(C1=CC=CC=C1)=O)(C1=CC=CC=C1)C1=CC=CC=C1